Bis(aminononyl)tetramethyl-disiloxane NCCCCCCCCC[Si](O[Si](C)(C)C)(C)CCCCCCCCCN